diethyl 1,4-phenylenedicarbamate C1(=CC=C(C=C1)NC(OCC)=O)NC(OCC)=O